4-((S)-5-methyl-3-((R)-1,1,1-trifluoro-2-hydroxypropan-2-yl)-5,6-dihydroimidazo[1,5-a]pyrazolo[5,1-c]pyrazin-9-yl)bicyclo[2.1.1]hexane-1-carboxamide C[C@H]1CN2C(C=3N1C(=NC3)[C@@](C(F)(F)F)(C)O)=CC(=N2)C23CCC(C2)(C3)C(=O)N